3-[(3S)-2-[1-[6-(4-Cyclopropyl-2-methyl-imidazol-1-yl)pyrimidin-4-yl]piperidine-4-carbonyl]isoxazolidin-3-yl]-5-fluoro-benzonitrile C1(CC1)C=1N=C(N(C1)C1=CC(=NC=N1)N1CCC(CC1)C(=O)N1OCC[C@H]1C=1C=C(C#N)C=C(C1)F)C